C(C1=CC=CC=C1)(=O)NC1=CC(=NN1C)C1=CC=C(C=C1)NC(C1=C(C=CC=C1)N1CCN(CC1)C)=O N-(4-(5-Benzamido-1-methyl-1H-pyrazol-3-yl)phenyl)-2-(4-methylpiperazin-1-yl)benzamide